ClC1=CC2=C(N=C(N=C2NCCOC)C2=C(C(=CC(=C2Cl)OC)OC)Cl)C=N1 6-chloro-2-(2,6-dichloro-3,5-dimethoxyphenyl)-N-(2-methoxyethyl)pyrido[3,4-d]pyrimidine-4-amine